BrC=1C2=C(N(C(CC1C(=O)NNC(=O)C1CC1)=O)CC1=CC(=C(C=C1)C)F)C=C(C=C2)C(F)(F)F 5-bromo-N'-(cyclopropanecarbonyl)-1-(3-fluoro-4-methylbenzyl)-2-oxo-8-(trifluoromethyl)-2,3-dihydro-1H-benzo[b]azepine-4-carbohydrazide